FC1=C(C(=CC=C1C(=O)C1=NNC2=NC=C(C=C21)C=2C=NC(=NC2)C(F)(F)F)F)NS(=O)(=O)CCC N-(2,6-difluoro-3-(5-(2-(trifluoromethyl)pyrimidin-5-yl)-1H-pyrazolo[3,4-b]pyridine-3-carbonyl)phenyl)propane-1-sulfonamide